2-(4-(benzyloxy)-3-methoxyphenyl)-6,7-dimethoxy-3-(4-methoxyphenyl)-4H-chromen-4-one C(C1=CC=CC=C1)OC1=C(C=C(C=C1)C=1OC2=CC(=C(C=C2C(C1C1=CC=C(C=C1)OC)=O)OC)OC)OC